NC1CCN(CC1)C(CCN1CCN(CC1)C1=C2CN(C(C2=CC=C1)=O)C1CC(NC(C1)=O)=O)=O 4-(4-(4-(3-(4-aminopiperidin-1-yl)-3-oxopropyl)piperazin-1-yl)-1-oxoisoindolin-2-yl)piperidine-2,6-dione